(E)-3-(cyclobutyl(methyl)amino)-N-((1,2,3,5,6,7-hexahydro-s-indacen-4-yl)carbamoyl)-3-methylbut-1-ene-1-sulfonamide C1(CCC1)N(C(/C=C/S(=O)(=O)NC(NC1=C2CCCC2=CC=2CCCC12)=O)(C)C)C